NC1=NC=CC(=[N+]1[O-])N 2,4-diamino-pyrimidine-3-oxide